N-phenylfuran-3-carboxamide hydrochloride Cl.C1(=CC=CC=C1)NC(=O)C1=COC=C1